N-(3,3-dimethylcyclobutyl)-5-methoxy-pyridine-4-sulfonamide CC1(CC(C1)NS(=O)(=O)C1=CC=NC=C1OC)C